C(C)N1N=CC(=C1I)C 1-ethyl-5-iodo-4-methyl-1H-pyrazole